FC=1C=C(C=CC1C#CC#CCCCO)C=1CCN(CC1)CCC(C(=O)NOC1OCCCC1)(S(=O)(=O)C)C 4-(4-(3-fluoro-4-(7-hydroxyhept-1,3-diyn-1-yl)phenyl)-3,6-dihydropyridin-1(2H)-yl)-2-methyl-2-(methanesulfonyl)-N-((tetrahydro-2H-pyran-2-yl)oxy)butanamide